Methyl (S)-2-(3-((6-((1-(3-(tert-butyl)phenyl)ethyl)carbamoyl)-1-(cyclopropylmethyl)-2-methyl-1H-indol-3-yl)methyl)phenoxy)-2-methylpropanoate C(C)(C)(C)C=1C=C(C=CC1)[C@H](C)NC(=O)C1=CC=C2C(=C(N(C2=C1)CC1CC1)C)CC=1C=C(OC(C(=O)OC)(C)C)C=CC1